ClC=1C=C(CN2CCN(CC2)C(=O)N2N=C(C=C2)C(=O)O)C=C(C1)OC1=CC=C(C=C1)Cl 1-(4-(3-chloro-5-(4-chlorophenoxy)benzyl)piperazine-1-carbonyl)-1H-pyrazole-3-carboxylic acid